1-(4-(7-chloro-6-(4-chloro-2-methoxyphenyl)quinazolin-4-yl)piperazin-1-yl)prop-2-en-1-one ClC1=C(C=C2C(=NC=NC2=C1)N1CCN(CC1)C(C=C)=O)C1=C(C=C(C=C1)Cl)OC